thiophene pyridine salt N1=CC=CC=C1.S1C=CC=C1